ClC=1C(=NC(=C(C1)Cl)C1=C(C=C(C=C1)C(F)(F)F)Cl)C(=O)OC Methyl 3,5-dichloro-6-(2-chloro-4-(trifluoromethyl) phenyl)picolinate